ClC=1C(=C(C=CC1Cl)O)[C@@H]1CC2=NN=C(N2C1)[C@@H]1CNCCC1 3,4-dichloro-2-((S)-3-((S)-piperidin-3-yl)-6,7-dihydro-5H-pyrrolo[2,1-c][1,2,4]triazol-6-yl)phenol